4-Hydroxy-2,5-dihydrospiro[benzo[g]indole-3,1'-cyclohexane]-2,5-dione OC1=C2C(C3=C(C1=O)C=CC=C3)=NC(C23CCCCC3)=O